ClC1=CC(=CS1)CN1C(C(C2=CC=C(C=C12)C(=O)NC1=CNC2=CC=CC=C12)(C)C)=O 1-((5-chlorothien-3-yl)methyl)-N-(1H-indol-3-yl)-3,3-dimethyl-2-oxoindoline-6-carboxamide